Dibromo-1,1':3',1''-terphenyl BrC=1C(=C(C=CC1)C1=CC(=CC=C1)C1=CC=CC=C1)Br